2-(4-(4-(hydroxymethyl)benzoyl)phenyl)imidazo[4,5-d]Azole OCC1=CC=C(C(=O)C2=CC=C(C=C2)C=2N=C3C(=CC=N3)N2)C=C1